Cl[Si]1(C[Si](CCC1)(CC)CC)CC 1-chloro-1,3,3-triethyl-1,3-disilacyclohexane